N-(4-methoxy-phenyl)-3,4-dihydroisoquinolinone COC1=CC=C(C=C1)N1C(C2=CC=CC=C2CC1)=O